ClC=1C(=C(CO[C@@H]2C[C@H](C2)C(=O)NCC2=C(C(=C(C=C2)C(F)(F)F)C=2NC(C=C(N2)C(F)(F)F)=O)F)C=CC1)F trans-3-[(3-chloro-2-fluorobenzyl)oxy]-N-{2-fluoro-3-[6-oxo-4-(trifluoromethyl)-1,6-dihydropyrimidine-2-yl]-4-(trifluoromethyl)benzyl}cyclobutane-1-carboxamide